(R)-4-(5-((1-(3-(difluoromethyl)-2-fluorophenyl)ethyl)amino)-8-methylpyrido[2,3-d]pyridazine-3-yl)thiomorpholine 1,1-dioxide FC(C=1C(=C(C=CC1)[C@@H](C)NC1=C2C(=C(N=N1)C)N=CC(=C2)N2CCS(CC2)(=O)=O)F)F